FC=1C=C(C(=O)OC23CCC(CC2)(CC3)C(=O)O)C=C(C1)F 4-((3,5-difluorobenzoyl)oxy)bicyclo[2.2.2]Octane-1-carboxylic acid